O=C1NC(CCC1N1C(C2=CC=C(C=C2C1=O)N1CCC(CC1)NC(=O)C1=CC=C(C=C1)NC1=NC=C(C(=C1)NC1=C(C(=O)NC)C=CC=C1)C(F)(F)F)=O)=O 2-((2-((4-((1-(2-(2,6-dioxopiperidin-3-yl)-1,3-dioxoisoindolin-5-yl)piperidin-4-yl)carbamoyl)phenyl)amino)-5-(trifluoromethyl)pyridin-4-yl)amino)-N-methylbenzamide